(2S,5S,8S,9S,12S,15S)-8,9-bis(4-(2,5-dioxo-2,5-dihydro-1H-pyrrol-1-yl)butanamido)-2,5,12,15-tetramethyl-4,7,10,13-tetraoxo-3,6,11,14-tetraazahexadecane-1,16-dioic acid O=C1N(C(C=C1)=O)CCCC(=O)N[C@H](C(N[C@H](C(N[C@H](C(=O)O)C)=O)C)=O)[C@@H](C(N[C@H](C(N[C@H](C(=O)O)C)=O)C)=O)NC(CCCN1C(C=CC1=O)=O)=O